C(#N)C[C@@]1([C@H](N(C[C@H]1O)C(=O)OCC1=CC=CC=C1)C(=O)OC)CCCB1OC(C(O1)(C)C)(C)C (2S,3R,4S)-1-benzyl 2-methyl 3-(cyanomethyl)-4-hydroxy-3-(3-(4,4,5,5-tetramethyl-1,3,2-dioxaborolan-2-yl)propyl)pyrrolidine-1,2-dicarboxylate